(6β,7α)-6-ethyl-7-hydroxy-3-oxo-4-cholen C(C)[C@@H]1[C@H]([C@H]2[C@@H]3CC[C@H]([C@@H](CCC)C)[C@]3(CC[C@@H]2[C@]2(CCC(C=C12)=O)C)C)O